(R)-3-(2-hydroxyethyl)-2,8-diazaspiro[4.5]Decan-1-one OCC[C@@H]1NC(C2(C1)CCNCC2)=O